2-[(N-methyl-N-cyclohexylamino)methyl]aniline CN(C1CCCCC1)CC1=C(N)C=CC=C1